C(CCCCC)C(CC(=O)O)CCCCCC 3-hexyl-nonanoic acid